12-[4-[[[2-(2,6-dioxo-3-piperidyl)-1,3-dioxo-isoindolin-4-yl]amino]methyl]triazol-1-yl]dodecanoic acid O=C1NC(CCC1N1C(C2=CC=CC(=C2C1=O)NCC=1N=NN(C1)CCCCCCCCCCCC(=O)O)=O)=O